(2S,4R)-1-(3-ethoxybenzoyl)-4-hydroxy-N-(4-(oxazol-5-yl)benzyl)pyrrolidine-2-carboxamide C(C)OC=1C=C(C(=O)N2[C@@H](C[C@H](C2)O)C(=O)NCC2=CC=C(C=C2)C2=CN=CO2)C=CC1